(1R,6R)-3-methyl-6-(1-methylvinyl)-2-cyclohexene CC1=CC[C@@H](CC1)C(=C)C